Diethoxydimethyl-silane tert-butyl-4-[3-[3-amino-2-[[(E)-4-(2-aminoanilino)but-2-enyl]amino]-5-carbamoyl-phenoxy]propyl]piperazine-1-carboxylate C(C)(C)(C)OC(=O)N1CCN(CC1)CCCOC1=C(C(=CC(=C1)C(N)=O)N)NC\C=C\CNC1=C(C=CC=C1)N.C(C)O[Si](C)(C)OCC